N[C@@H](CCC(=O)OCC)C1=CC=CC=C1 ethyl (S)-4-amino-4-phenylbutanoate